tert-butyl 3,3-dimethyl-5-oxopiperidine-1-carboxylate CC1(CN(CC(C1)=O)C(=O)OC(C)(C)C)C